ClC1=C(OC[C@@H]2CC[C@H](CC2)C(=O)N2OCC[C@H]2C=2C=C(C#N)C=C(C2)F)C=C(C=C1)N1C(N(CC1=O)C)=O trans-3-((S)-2-(4-((2-chloro-5-(3-methyl-2,5-dioxoimidazolidin-1-yl)phenoxy)methyl)cyclohexane-1-carbonyl)isoxazolidin-3-yl)-5-fluorobenzonitrile